C(CC1=CC=CC=C1)N1N=CC(=C1)NC(C1=CC(=CC=C1)C1=CC=C2C(=N1)N=NN2C(C2=CC=CC=C2)(C2=CC=CC=C2)C2=CC=CC=C2)=O N-(1-phenethyl-1H-pyrazol-4-yl)-3-(1-trityl-1H-[1,2,3]triazolo[4,5-b]pyridin-5-yl)benzamide